5-(azetidin-3-yloxy)-2-(2,6-dioxohexahydropyridin-3-yl)isoindole-1,3-dione N1CC(C1)OC=1C=C2C(N(C(C2=CC1)=O)C1C(NC(CC1)=O)=O)=O